1-ethyl-N-((S)-(7-fluoro-5-((S)-2-methoxy-1-((S)-2-oxo-4-(trifluoromethyl)-imidazolidin-1-yl)ethyl)benzo[d]oxazol-2-yl)((1r,4S)-4-fluorocyclohexyl)methyl)-1H-pyrazole-5-carboxamide C(C)N1N=CC=C1C(=O)N[C@@H](C1CCC(CC1)F)C=1OC2=C(N1)C=C(C=C2F)[C@@H](COC)N2C(N[C@@H](C2)C(F)(F)F)=O